(5-(3-chloro-4-cyclopropylphenyl)-2,3-dihydro-1H-inden-1-yl)piperidine-3-carboxylic acid ClC=1C=C(C=CC1C1CC1)C=1C=C2CCC(C2=CC1)N1CC(CCC1)C(=O)O